ClC1=NC2=CC=CC=C2C(=N1)NCCC1=CC=C(C=C1)NS(=O)(=O)C N-(4-(2-((2-chloroquinazolin-4-yl)amino)ethyl)phenyl)methanesulfonamide